(R)-2-methyl-1-(2,2,2-trifluoroethyl)piperazine hydrochloride Cl.C[C@H]1N(CCNC1)CC(F)(F)F